2-trifluoromethyl-4,6-dihydroxypyrimidine FC(C1=NC(=CC(=N1)O)O)(F)F